1-(3-((7-methoxy-4-((2-((1-methylpyrrolidin-3-yl)oxy)-5-(thiophen-2-yl)phenyl)amino)quinazoline-6-yl)oxy)azetidin-1-yl)prop-2-en-1-one COC1=C(C=C2C(=NC=NC2=C1)NC1=C(C=CC(=C1)C=1SC=CC1)OC1CN(CC1)C)OC1CN(C1)C(C=C)=O